COCC1=C(C=CC=C1)[C@H](C)OC(=O)NC1=C(N=NN1C)C1CCN(CC1)C1=CC=C(C=C1)C1(CC1)C(=O)O 1-[4-[4-[5-[[(1S)-1-[2-(methoxymethyl)phenyl]ethoxy]carbonylamino]-1-methyl-triazol-4-yl]-1-piperidyl]phenyl]cyclopropanecarboxylic acid